C(C)(C)(C)OC(=O)N[C@H]1CSC2=C(NC1=O)C=C(C(=C2)F)C(=O)O (3R)-3-(tert-butoxycarbonylamino)-8-fluoro-4-oxo-3,5-dihydro-2H-1,5-benzothiazepine-7-Carboxylic acid